FC(C(=O)O)(F)F.O[C@H](C(=O)N1CCN(CC1)C1=CC=C(C=N1)C=1C=2N(C=C(C1)OCCCO)N=CC2C#N)C(C)C (S)-4-(6-(4-(2-hydroxy-3-methylbutanoyl)piperazin-1-yl)pyridin-3-yl)-6-(3-hydroxypropoxy)pyrazolo[1,5-a]pyridine-3-carbonitrile 2,2,2-trifluoroacetate